2-amino-2-(3,4-dichlorophenyl)propionic acid NC(C(=O)O)(C)C1=CC(=C(C=C1)Cl)Cl